N1C=C(C2=CC=CC=C12)C#CC1=CN(C2=NC=C(C=C21)NC(C=C)=O)C N-(3-((1H-Indol-3-yl)ethynyl)-1-methyl-1H-pyrrolo[2,3-b]pyridin-5-yl)acrylamide